C1=CC=CC=2C3=CC=CC=C3C(C12)=NC(C#N)CCCC=1C=NC=CC1 ((9H-fluoren-9-ylidene)amino)-5-(pyridin-3-yl)valeronitrile